NN1C(=NC(=C1C(=O)N)C1=CC=C(C=C1)C(NC1=NC=CC(=C1)CC)=O)[C@H]1N(CCCC1)C(\C=C\C)=O (S,E)-1-amino-2-(1-(but-2-enoyl)piperidin-2-yl)-4-(4-((4-ethylpyridin-2-yl)carbamoyl)phenyl)-1H-imidazole-5-carboxamide